ClC(CCCOC(NC)=O)=O (4-chloro-4-oxo-butyl)-N-methyl-carbamate